BrC1=CC=C(C=C1)NC(=O)NN1C(NC(C1=O)(C)CCC1=CC(=CC=C1)F)=O 1-(4-bromophenyl)-3-{4-[2-(3-fluorophenyl)ethyl]-4-methyl-2,5-dioxoimidazolidin-1-yl}urea